BrC1=CC(=C(C=C1)C1OCCO1)[N+](=O)[O-] 2-(4-bromo-2-nitro-phenyl)-1,3-dioxolane